Cl.Cl.COC1=CC=C(C=C1)C1=NC2=CC=CC=C2C(=C1)NCCCN(CCC1NCCCC1)C N1-(2-(4-methoxyphenyl)quinolin-4-yl)-N3-methyl-N3-(2-(piperidin-2-yl)ethyl)propane-1,3-diamine dihydrochloride